4-[(1S)-1-[[4-[(3R)-3-[3-(Trifluoromethyl)phenoxy]pyrrolidin-1-yl]tetrahydropyran-4-carbonyl]methylamino]ethyl]benzamide, hydrochloride Cl.FC(C=1C=C(O[C@H]2CN(CC2)C2(CCOCC2)C(=O)CN[C@@H](C)C2=CC=C(C(=O)N)C=C2)C=CC1)(F)F